3-amino-1-[1'-(2,4-dichlorophenyl)-2-(2-ethoxypyridin-3-yl)spiro[6,8-dihydro-1,7-naphthyridine-5,4'-piperidine]-7-yl]propan-1-one formate salt C(=O)O.NCCC(=O)N1CC2(CCN(CC2)C2=C(C=C(C=C2)Cl)Cl)C=2C=CC(=NC2C1)C=1C(=NC=CC1)OCC